6-(3-chloro-6-(difluoromethyl)-2-fluorophenyl)-3-(difluoromethyl)pyrazine-2-carboxylic acid ClC=1C(=C(C(=CC1)C(F)F)C1=CN=C(C(=N1)C(=O)O)C(F)F)F